4-(((1R,3s,5S)-8-azabicyclo[3.2.1]octan-3-yl)methyl)morpholine dihydrochloride Cl.Cl.[C@H]12CC(C[C@H](CC1)N2)CN2CCOCC2